tert-butyl (1S,4S)-5-{5-nitro-6-[(pyridin-4-yl)amino]pyridin-2-yl}-2,5-diazabicyclo[2.2.2]octane-2-carboxylate [N+](=O)([O-])C=1C=CC(=NC1NC1=CC=NC=C1)N1[C@@H]2CN([C@H](C1)CC2)C(=O)OC(C)(C)C